isodecyl oleate C(CCCCCCC\C=C/CCCCCCCC)(=O)OCCCCCCCC(C)C